naphthylphenyl-biphenyl-diamine C1(=CC=CC2=CC=CC=C12)C=1C(=C(C(=C(C1)C1=CC=CC=C1)N)N)C1=CC=CC=C1